4-N-BOC-AMINO-3-FLUOROBENZALDEHYDE CC(C)(C)OC(=O)NC1=C(C=C(C=C1)C=O)F